1-[(2-{[2-(3-chloro-4-fluorophenyl)-1-hydroxypropan-2-yl]amino}-1H-1,3-benzodiazol-4-yl)-methyl]pyrrolidin-2-one ClC=1C=C(C=CC1F)C(CO)(C)NC1=NC2=C(N1)C=CC=C2CN2C(CCC2)=O